1-[2-fluoro-4-(5-{2-[3-(trifluoromethoxy)phenyl]acetamido}-1,3,4-thiadiazol-2-yl)butyl]-N-(pyridin-2-ylmethyl)-1H-1,2,3-triazole-4-carboxamide FC(CN1N=NC(=C1)C(=O)NCC1=NC=CC=C1)CCC=1SC(=NN1)NC(CC1=CC(=CC=C1)OC(F)(F)F)=O